N1(C[C@@]2(CCC1)OCC=1C=NC=CC12)CC1=C(N=C(S1)NC(C)=O)F (S)-N-(5-((3H-spiro[furo[3,4-c]pyridine-1,3'-piperidine]-1'-yl)methyl)-4-fluorothiazol-2-yl)acetamide